(S)-N-hydroxy-4-(4-methyltetrahydro-2H-pyran-4-carbonyl)-3-(2-(trifluoromethyl)phenyl)-2,3,4,5-tetrahydrobenzo[f][1,4]oxazepine-8-carboxamide ONC(=O)C1=CC2=C(CN([C@H](CO2)C2=C(C=CC=C2)C(F)(F)F)C(=O)C2(CCOCC2)C)C=C1